tert-butyl 4-[7-[2-(2-methoxyethoxy)phenyl]thieno[2,3-d]pyridazin-4-yl]piperidine-1-carboxylate COCCOC1=C(C=CC=C1)C=1N=NC(=C2C1SC=C2)C2CCN(CC2)C(=O)OC(C)(C)C